3'H-spiro[piperidine-4,2'-pyrrolizin]-1'-one hydrochloride Cl.C1(C2(CN3C=CC=C13)CCNCC2)=O